propylamyl-D-isoglutamyl-L-alanine C(CC)CCCCCN[C@H](CCC(=O)N[C@@H](C)C(=O)O)C(N)=O